2,2-di-tert-butyl-4-methyl-3-phenyl-2λ5-benzo[e][1,2]azaphosphine C(C)(C)(C)P1(=NC2=C(C(=C1C1=CC=CC=C1)C)C=CC=C2)C(C)(C)C